C1(CCCCC1)[C@]1(C(NC2=C(C=CC=C12)C(F)(F)F)=O)N1CCC(=CC1)B(O)O (S)-(1-(3-cyclohexyl-2-oxo-7-(trifluoromethyl)indolin-3-yl)-1,2,3,6-tetrahydropyridin-4-yl)boronic acid